C(C)(C)(C)N1CCC(CC1)C=1NC2=C(C(=NC=3C=C(C=CC23)Br)N)N1 tert-Butyl-4-(4-amino-7-bromo-1H-imidazo[4,5-c]quinolin-2-yl)piperidine